C(CCCCCCCC)P(O)(O)=O n-Nonyl-Phosphonic Acid